FC(C(=O)O)(F)F.FC(C(=O)O)(F)F.C1N(CC2=CC=CC=C12)C(CCC=O)=O 1-(isoindolin-2-yl)butane-1,4-dione bis(2,2,2-trifluoroacetate)